methyl 2-((tert-butoxycarbonyl) amino)-3-(4-chloro-5-fluoro-1H-indol-7-yl)propanoate C(C)(C)(C)OC(=O)NC(C(=O)OC)CC=1C=C(C(=C2C=CNC12)Cl)F